(S)-1-((oxetan-2-yl)methyl)-2-((7-((quinolin-4-yl)methoxy)-3,4-dihydroisoquinolin-2(1H)-yl)methyl)-1H-benzo[d]imidazole-6-carboxylic acid tert-butyl ester C(C)(C)(C)OC(=O)C=1C=CC2=C(N(C(=N2)CN2CC3=CC(=CC=C3CC2)OCC2=CC=NC3=CC=CC=C23)C[C@H]2OCC2)C1